C(C)(C)(C)NC(=O)C=1C(=NC=C(C1)OC[C@H](C)NS(=O)(=O)C(F)(F)F)Cl N-tert-butyl-2-chloro-5-[(2S)-2-(trifluoromethylsulfonylamino)propoxy]pyridine-3-carboxamide